N-Boc-3-methylpiperidine-4-carboxylic acid methyl ester COC(=O)C1C(CN(CC1)C(=O)OC(C)(C)C)C